BrC1=C(C=CC2=C1OCCN2/C(/C(=O)OC)=C/C(=O)OC)F dimethyl 2-(8-bromo-7-fluoro-2,3-dihydro-4H-benzo[b][1,4]oxazin-4-yl)maleate